C(C)OC(=O)N(NC(=O)OCC)C1(C=C(C(C=C1)=O)OC)C 1-(3-methoxy-1-methyl-4-oxocyclohexa-2,5-dien-1-yl)hydrazine-1,2-dicarboxylic acid diethyl ester